(S)-N-(2-(2-(2-((2-(Isopropylamino)-2-oxoethyl)amino)-2-oxoacetyl)pyrrolidin-1-yl)-2-oxoethyl)quinoline-4-carboxamide C(C)(C)NC(CNC(C(=O)[C@H]1N(CCC1)C(CNC(=O)C1=CC=NC2=CC=CC=C12)=O)=O)=O